O=C1NC(CCC1N1C(C2=CC=C(C=C2C1)C#CCC)=O)=O 4-(2-(2,6-dioxopiperidin-3-yl)-1-oxoisoindolin-5-yl)but-3-yn